N-(5-(1-cyclopropyl-1H-pyrazol-3-yl)-4-((4-isopropoxy-6-(methylsulfonyl)pyridin-2-yl)amino)pyridin-2-yl)acetamide C1(CC1)N1N=C(C=C1)C=1C(=CC(=NC1)NC(C)=O)NC1=NC(=CC(=C1)OC(C)C)S(=O)(=O)C